5-cyclopropyl-3-{[(1s,3s)-3-methoxycyclobutyl]Amino}pyridine-2-carboxylic acid C1(CC1)C=1C=C(C(=NC1)C(=O)O)NC1CC(C1)OC